C(C1=CC=CC=C1)OC1=NC(=CC=C1C1=CC=C(C=C1)N1CCC2(CN(C2)C(=O)OC(C)(C)C)CC1)OCC1=CC=CC=C1 tert-butyl 7-[4-(2,6-dibenzyloxy-3-pyridyl)phenyl]-2,7-diazaspiro-[3.5]nonane-2-carboxylate